FC=1C=C(C=C(C1)F)N1CC(CC1=O)(C(=O)NCC1=CC(=NC=C1)OCC)C 1-(3,5-difluorophenyl)-N-[(2-ethoxypyridin-4-yl)methyl]-3-methyl-5-oxopyrrolidine-3-carboxamide